dimethyl-2,6-Naphthalenedicarboxylate COC(=O)C1=CC2=CC=C(C=C2C=C1)C(=O)OC